methyl 2-[3-(benzyloxy)-2-(1,3-dioxolan-2-yl)phenoxy]pyridine-4-carboxylate C(C1=CC=CC=C1)OC=1C(=C(OC2=NC=CC(=C2)C(=O)OC)C=CC1)C1OCCO1